COC=1C=C(C=CC1OC1=CC(=CC=C1)C(F)(F)F)C1C=2C(NC(C1)=O)=NNC2 4-{3-methoxy-4-[3-(trifluoromethyl)phenoxy]phenyl}-2h,4h,5h,6h,7h-pyrazolo[3,4-b]pyridin-6-one